O=C1NC(CCC1N1C(OC2=C1C=CC(=C2OS(=O)(=O)F)C2CCN(CC2)C(=O)OC(C)(C)C)=O)=O tert-butyl 4-[3-(2,6-dioxo-3-piperidyl)-7-fluorosulfonyloxy-2-oxo-1,3-benzoxazol-6-yl]piperidine-1-carboxylate